1-(5-Methyl-6,8-dihydro-2,3,4,7,8b-pentaaza-as-indacen-7-yl)-2-[1-(2-trifluoromethyl-pyridin-4-yl)-azetidin-3-yl]-ethanone CC1=NC2=NN=CN2C=2CN(CC12)C(CC1CN(C1)C1=CC(=NC=C1)C(F)(F)F)=O